Br[C@@H](CC)C1=NC2=C(N1C[C@H]1OCC1)C=CC=C2 2-((S)-1-bromopropyl)-1-(((S)-oxetan-2-yl)methyl)-1H-benzo[d]imidazole